C(C=C)(=O)OCCCCOC1=CC=C(C(=O)OC2=C(C(=O)O)C=CC=C2)C=C1 4-(4-acryloyloxybutoxy)benzoyloxybenzoic acid